[K].P(OC1=C(C=C(C=C1)C(C)(C)C)C(C)(C)C)(OC1=C(C=C(C=C1)C(C)(C)C)C(C)(C)C)OC1=C(C=C(C=C1)C(C)(C)C)C(C)(C)C tris(2,4-di-tert-butylphenyl) phosphite potassium salt